2-oxindole-1-carboxylic acid phenyl ester C1(=CC=CC=C1)OC(=O)N1C(CC2=CC=CC=C12)=O